(1S,2S)-2-fluoro-N-(3-{6-[1-hydroxybutyl]-4-methylpyridin-3-yl}-2-methoxy-1,6-naphthyridin-7-yl)cyclopropane-1-carboxamide F[C@@H]1[C@@H](C1)C(=O)NC1=NC=C2C=C(C(=NC2=C1)OC)C=1C=NC(=CC1C)C(CCC)O